[Si](C)(C)(C(C)(C)C)OCC1=CC(=NC=N1)C1=CN=C2N1N=C(C=C2)Cl 3-(6-(((tert-butyldimethylsilyl)oxy)methyl)pyrimidin-4-yl)-6-chloroimidazo[1,2-b]pyridazine